5-({[(+-)-trans-4-phenylpyrrolidin-3-yl]oxy}methyl)isoquinoline dihydrochloride Cl.Cl.C1(=CC=CC=C1)[C@H]1[C@@H](CNC1)OCC1=C2C=CN=CC2=CC=C1 |r|